BrC1=CC=CC2=C1C=CO2 4-bromobenzofuran